(Z)-1-(2-chloro-4-(1-(5-(trifluoromethyl)pyridin-2-yl)-1H-1,2,4-triazol-3-yl)phenyl)-3-(3-(5-(dimethylamino)-2-isopropylphenyl)-4-oxothiazolidin-2-ylidene)urea ClC1=C(C=CC(=C1)C1=NN(C=N1)C1=NC=C(C=C1)C(F)(F)F)NC(=O)\N=C\1/SCC(N1C1=C(C=CC(=C1)N(C)C)C(C)C)=O